O=C1C=CC=NN1C1CC(NC1)C(=O)N 4-(6-oxopyridazin-1(6H)-yl)pyrrolidine-2-carboxamide